3a-(3,4-dimethoxyphenyl)octahydrospiro[indole-6,2'-[1,3]dioxolane] COC=1C=C(C=CC1OC)C12CCNC2CC2(OCCO2)CC1